C(C)OC(=O)C=1C(C=C2N(C(CN3N=C4C(=CC=CC4=C32)OCC3(CCC3)COC)C(C)(C)C)C1)=O 6-(tert-butyl)-10-((1-(methoxymethyl)cyclobutyl)methoxy)-2-oxo-6,7-dihydro-2H-pyrido[2',1':3,4]pyrazino[1,2-b]indazole-3-carboxylic acid ethyl ester